2-AMINO-6,7-DICHLORO-3-FORMYLCHROMONE NC=1OC2=CC(=C(C=C2C(C1C=O)=O)Cl)Cl